CC1(OC2C(O1)OCC2)C 2,2-dimethyltetrahydrofurano[2,3-d][1,3]Dioxolane